C(C)OCCOC1=NC=CC=C1C1=NC=C2NC(N(C2=N1)CC1=CC=C(C=C1)C=1N(C=C(N1)C(F)(F)F)C)=O 2-(2-(2-ethoxyethoxy)pyridin-3-yl)-9-(4-(1-methyl-4-(trifluoromethyl)-1H-imidazol-2-yl)benzyl)-7,9-dihydro-8H-purin-8-one